1-(2-(2-iodophenyl)-1H-indol-1-yl)-2-methylprop-2-en-1-one IC1=C(C=CC=C1)C=1N(C2=CC=CC=C2C1)C(C(=C)C)=O